C(C)NC(NC1=CC(=NO1)CN1CCN(CC1)C=1C=CC(=NC1C([2H])([2H])[2H])C(=O)NC)=O 5-(4-((5-(3-ethylureido)isoxazol-3-yl)methyl)piperazin-1-yl)-N-methyl-6-(methyl-d3)picolinamide